BrC=1C=CC2=C(C3=C(C(OC(=N3)C=3N(N=C(C3)CN3N=C(N=N3)C(F)(F)F)C3=NC=CC=C3Cl)=O)C=C2C1)Cl 7-bromo-10-chloro-2-[2-(3-chloro-2-pyridyl)-5-[[5-(trifluoromethyl)tetrazol-2-yl]methyl]pyrazol-3-yl]benzo[g][3,1]benzoxazin-4-one